[O-]OOO[O-].[Ba+2].[Ag+].[Li+].[O-]OOO[O-] lithium-silver barium pentoxide